O=[Zn]=O diketozinc